(butane-1,4-diylbis(azanediyl))bis(hexane-6,1-diyl) bis(2-hexyldecanoate) C(CCCCC)C(C(=O)OCCCCCCNCCCCNCCCCCCOC(C(CCCCCCCC)CCCCCC)=O)CCCCCCCC